CC1(C(N2N(CCC1)CCC2C=2C=C(C=NC2)C#N)=O)C 5-(6,6-dimethyl-5-oxo-1,2,3,7,8,9-hexahydropyrazolo[1,2-a]diazepin-3-yl)pyridine-3-carbonitrile